bicyclo(2.2.1)heptadiene C1C2C=CC1C=C2